6-(6-(1-(8-isobutyl-8-azabicyclo[3.2.1]oct-3-yl)piperidin-4-yl)-4-methyl-1H-benzo[d]imidazol-2-yl)-8-methoxy-[1,2,4]triazolo[1,5-a]pyridine C(C(C)C)N1C2CC(CC1CC2)N2CCC(CC2)C=2C=C(C1=C(NC(=N1)C=1C=C(C=3N(C1)N=CN3)OC)C2)C